Cl.Cl.NCC1CN(C1)CC=1C=CC(=C(C(=O)NC2=CC=C(C=C2)S(=O)(=O)N2CCC(CC2)C2CC2)C1)N(S(=O)(=O)C)C 5-((3-(Aminomethyl)azetidin-1-yl)methyl)-N-(4-((4-cyclopropylpiperidin-1-yl)sulfonyl)phenyl)-2-(N-methylmethylsulfonamido)benzamide dihydrochloride